C1(=CC=CC=C1)P(=O)(C1=CC=CC=C1)OC1=C(C=C(C=C1C)C)C 2,4,6-trimethylphenyl diphenylphosphinyl oxide